Phenylethyl-resorcinol tert-butyl-(S)-4-(6-(8-fluoro-2-methylimidazo[1,2-a]pyridine-6-carboxamido)pyridin-3-yl)-2-methylpiperazine-1-carboxylate C(C)(C)(C)[C@@]1(N(CCN(C1)C=1C=NC(=CC1)NC(=O)C=1C=C(C=2N(C1)C=C(N2)C)F)C(=O)OC2=C(C(O)=CC=C2)CCC2=CC=CC=C2)C